N-[4-fluoro-2-morpholin-4-yl-5-(2-piperazin-1-ylpyrimidin-5-yl)phenyl]-6-oxo-4-(trifluoromethyl)-1H-pyridine-3-carboxamide FC1=CC(=C(C=C1C=1C=NC(=NC1)N1CCNCC1)NC(=O)C1=CNC(C=C1C(F)(F)F)=O)N1CCOCC1